fluorosilicon oxide F[Si]=O